3-(4-cyano-5-{[(4-fluorophenyl)methyl]sulfanyl}-1-(furan-2-carbonyl)-1H-pyrazol-3-yl)-N,N,2-trimethylpiperidine-1-sulfonamide C(#N)C=1C(=NN(C1SCC1=CC=C(C=C1)F)C(=O)C=1OC=CC1)C1C(N(CCC1)S(=O)(=O)N(C)C)C